6-(1-((S)-7'-methyl-6'-(pyrimidin-2-yl)-3',4'-dihydro-1'H-spiro[pyrrolidin-3,2'-[1,8]naphthyridin]-1-yl)-1-oxopropan-2-yl)benzofuran-5-carbonitrile CC1=C(C=C2CC[C@@]3(NC2=N1)CN(CC3)C(C(C)C3=CC1=C(C=CO1)C=C3C#N)=O)C3=NC=CC=N3